N-(2-cyclopropyl-4-iodo-5-methylphenyl)-[1,2]thiazolo[5,4-c]pyridin-3-amine C1(CC1)C1=C(C=C(C(=C1)I)C)NC1=NSC2=CN=CC=C21